N-(9,10-diphenyl-2-anthracenyl)-N,N',N'-triphenyl-1,4-phenylenediamine C1(=CC=CC=C1)C=1C2=CC=CC=C2C(=C2C=CC(=CC12)N(C1=CC=C(C=C1)N(C1=CC=CC=C1)C1=CC=CC=C1)C1=CC=CC=C1)C1=CC=CC=C1